CC1=CC2=NNN=C2C=C1 The molecule is a member of the class of benzotriazoles that is 1H-benzotriazole substituted by a methyl group at position 5. It has a role as a xenobiotic and an environmental contaminant.